N1CCC(CC1)C=1C=NC(=NC1)N1C[C@@H]2N(C=3C(=NN=C(C3)C3=C(C=CC=C3)O)NC2)CC1 (R)-2-(8-(5-(piperidin-4-yl)pyrimidin-2-yl)-6,6a,7,8,9,10-hexahydro-5H-pyrazino[1',2':4,5]pyrazino[2,3-c]pyridazin-2-yl)phenol